ethyl N-[3-[2-[3-(trifluoromethyl)anilino]thiazol-4-yl]phenyl]carbamate FC(C=1C=C(NC=2SC=C(N2)C=2C=C(C=CC2)NC(OCC)=O)C=CC1)(F)F